[K+].[K+].FC(S(=O)(=O)[NH-])(F)F.FC(S(=O)(=O)[NH-])(F)F trifluoromethanesulfonamide dipotassium salt